1-(4-methyl-6-((5-methyl-1H-pyrazol-3-yl)amino)pyrimidin-2-yl)piperidin-4-yl-urea CC1=NC(=NC(=C1)NC1=NNC(=C1)C)N1CCC(CC1)NC(=O)N